C1(=CCCCC1)C1=CC=C(C=N1)C1=C2C(=NNC2=CC=C1)N 4-(6-(cyclohex-1-en-1-yl)pyridin-3-yl)-1H-indazol-3-amine